Cl.FC(C1=CC=2OCCC3N(C2N=C1)CCNC3)(F)F 3-(trifluoromethyl)-7,7a,8,9,10,11-hexahydro-6H-pyrazino[1,2-d]pyrido[3,2-b][1,4]Oxazepine Hydrochloride